N,N-dimethylglycinamide CN(C(CN)=O)C